CN(C1CCN(CC1)C=1C=CC(=NC1)NC1=NC=C(C(=N1)C1=C(N=C(S1)NC)C)F)C 5-(2-((5-(4-(dimethylamino)piperidin-1-yl)pyridin-2-yl)amino)-5-fluoropyrimidin-4-yl)-N,4-dimethylthiazol-2-amine